(3-(2-chloro-5-(trichloromethyl) pyrimidin-4-yl)-1H-indol-7-yl) dimethylphosphite CP(OC=1C=CC=C2C(=CNC12)C1=NC(=NC=C1C(Cl)(Cl)Cl)Cl)([O-])([O-])C